CN1N=CC=2C1=NC(=CC2N2CC1=C(CC2)N(N=C1C)CC12CCC(CC1)(CC2)NC(C)=O)C N-(4-((5-(1,6-dimethyl-1H-pyrazolo[3,4-b]pyridin-4-yl)-3-methyl-4,5,6,7-tetrahydro-1H-pyrazolo[4,3-c]pyridin-1-yl)methyl)bicyclo[2.2.2]oct-1-yl)acetamide